((2R,3S,4R,5R)-5-(6-amino-9H-purin-9-yl)-3,4-dihydroxytetrahydrofuran-2-yl)methyl (6-aminohexyl) phosphonate P(OC[C@H]1O[C@H]([C@@H]([C@@H]1O)O)N1C2=NC=NC(=C2N=C1)N)(OCCCCCCN)=O